C(=O)(OC(C)(C)C)N1C(C=2C=CN=C3C(=CC(=C1C23)NC(C(C)C)=O)N)N 1-Boc-amino-8-isobutyrylamino-6-aminopyrrolo[4,3,2-de]quinoline